CC(CC)(SCC(CC(C)C)=O)SCC(CC(C)C)=O 4'-(butane-2,2-diylbis(sulfanediyl))bis(4-methylpentan-2-one)